C[C@]12CC[C@H]3[C@H]([C@@H]1CC[C@@H]2O)CCC4=CC(=O)CC[C@]34CO The molecule is a 3-oxo Delta(4)-steroid that is testosterone which is substituted by a hydroxy group at positions 19. It has a role as a mouse metabolite. It is a 19-hydroxy steroid, a 3-oxo-Delta(4) steroid and a 17beta-hydroxy steroid. It derives from a testosterone.